(S)-1-(6-bromopyridin-2-yl)ethan-1-ol BrC1=CC=CC(=N1)[C@H](C)O